1-(1Z-eicosenyl)-2-(9Z-pentadecenoyl)-glycero-3-phosphocholine CCCCCCCCCCCCCCCCCC/C=C\OC[C@H](COP(=O)([O-])OCC[N+](C)(C)C)OC(=O)CCCCCCC/C=C\CCCCC